CN(C(=O)NC=1N=CC2=CC=C(C=C2C1)C=1C=NN(C1)C)C1CCN(CC1)C 1-methyl-3-(6-(1-methyl-1H-pyrazol-4-yl)isoquinolin-3-yl)-1-(1-methylpiperidin-4-yl)urea